OC1=CC=CC2=C1N=C(S2)B(O)O 4-HYDROXYBENZOTHIAZOLE-2-BORONIC ACID